C(C)(C)(C)OC(COC1=C(SC(=C1Cl)C1=CC(=CC=C1)N[C@@H]1CC(N(CC1)S(=O)(=O)CC1=CC(=CC=C1)NC(=O)OC1=CC=CC=C1)(C)C)C(=O)OC(C)(C)C)=O tert-butyl 3-(2-tert-butoxy-2-oxo-ethoxy)-4-chloro-5-[3-[[(4S)-2,2-dimethyl-1-[[3-(phenoxycarbonylamino)phenyl]methylsulfonyl]-4-piperidyl]amino]phenyl]thiophene-2-carboxylate